4-(1-(5-Cyclopropylpyridin-2-yl)-5-hydroxy-1H-pyrazol-4-yl)benzonitrile C1(CC1)C=1C=CC(=NC1)N1N=CC(=C1O)C1=CC=C(C#N)C=C1